C(=C)C1=CC=CC=2C(COC(C21)C(=O)OCC)(C)C Ethyl 8-ethenyl-4,4-dimethyl-3,4-dihydro-1H-2-benzopyran-1-carboxylate